1-phenylpyrazole-3-boronic acid pinacol ester C1(=CC=CC=C1)N1N=C(C=C1)B1OC(C)(C)C(C)(C)O1